4-{6-[3-(trifluoromethyl)phenoxymethyl]pyridin-2-yl}-2-methylbenzamide FC(C=1C=C(OCC2=CC=CC(=N2)C2=CC(=C(C(=O)N)C=C2)C)C=CC1)(F)F